BrC=1C=C(NC2(CCC3(N(C(C4=CC=CC=C34)=O)C3=CC(=CC=C3)OC)CC2)C(=O)N)C=CC1 (1s,4s)-4-(3-bromoanilino)-2'-(3-methoxyphenyl)-3'-oxo-2',3'-dihydrospiro[cyclohexane-1,1'-isoindole]-4-carboxamide